C(C)(C)(C)OC(COCCOCCN)=O (O-t-butyl)-(8-amino-3,6-dioxaoctanoic acid)